N[C@@H]1CN(CC[C@H]1F)C1=NC2=C(N1[C@@H]1C(N(CC1)C)=O)C=C(C(=C2)F)F (S)-3-(2-((3R,4R)-3-Amino-4-fluoropiperidin-1-yl)-5,6-difluoro-1H-benzo[d]imidazol-1-yl)-1-methylpyrrolidin-2-on